ClC=1N=C(C2=C(N1)C(=C(S2)C(=O)N2CCC(CC2)N2N=CC(=C2)C=2C=C1CC[C@@H](N(C1=CC2)C(C)=O)C)C)N2CCOCC2 (S)-1-(6-(1-(1-(2-chloro-7-methyl-4-morpholinothieno[3,2-d]pyrimidine-6-carbonyl)piperidin-4-yl)-1H-pyrazol-4-yl)-2-methyl-3,4-dihydroquinolin-1(2H)-yl)ethan-1-one